1-(4-(azetidin-3-yl)-2,6-dimethylbenzyl)pyrrolidine-3-carboxylate N1CC(C1)C1=CC(=C(CN2CC(CC2)C(=O)[O-])C(=C1)C)C